NCC(CN1N=CN(C1=O)CC=1SC(=CC1F)C=1C=NN(C1)CC)=C(F)F 2-[2-(aminomethyl)-3,3-difluoro-allyl]-4-[[5-(1-ethylpyrazol-4-yl)-3-fluoro-2-thienyl]methyl]-1,2,4-triazol-3-one